CN(CCC(=O)OCCOCCOCCOCCOCC(COCCCCCCCC(=O)OC(CCCCCCCC)CCCCCCCC)OCCCCCCCC(=O)OC(CCCCCCCC)CCCCCCCC)C 1-octylnonyl 8-[3-[2-[2-[2-[2-[3-(dimethylamino)propanoyloxy]ethoxy]ethoxy]ethoxy]ethoxy]-2-[8-(1-octylnonoxy)-8-oxo-octoxy]propoxy]octanoate